C(C=C)N1C=CC2=CC(=CC(=C12)Br)C 1-allyl-7-bromo-5-methyl-1H-indole